3-methyl-8-[6-(1-methyl-cyclopropyl)pyridin-3-yl]-6-oxo-2H,3H,4H,6H-pyrimido[2,1-b][1,3]thiazine-7-carbonitrile CC1CN2C(SC1)=NC(=C(C2=O)C#N)C=2C=NC(=CC2)C2(CC2)C